1-{1-[5-(ethylsulfanyl)-6-[3-methyl-6-(1,1,2,2,2-pentafluoroethyl)-3H-imidazo[4,5-b]pyridin-2-yl]pyridin-3-yl]-1H-pyrazol-4-yl}cyclopropane-1-carbonitrile C(C)SC=1C=C(C=NC1C1=NC=2C(=NC=C(C2)C(C(F)(F)F)(F)F)N1C)N1N=CC(=C1)C1(CC1)C#N